(phenyl)(carbazolylterphenyl) C1(=CC=CC=C1)C=1C(=C(C=CC1)C=1C(=CC=CC1)C1=CC=CC=C1)C1=CC=CC=2C3=CC=CC=C3NC12